N-(4-cyano-2-fluorophenyl)-6-(1,1,1-trifluoro-2-hydroxypropan-2-yl)-4,5,6,7-tetrahydro-1H-indole-3-sulfonamide C(#N)C1=CC(=C(C=C1)NS(=O)(=O)C1=CNC=2CC(CCC12)C(C(F)(F)F)(C)O)F